3-amino-6-bromo-N-(4-hydroxy-bicyclo[2.2.2]oct-1-yl)pyrazine-2-carboxamide NC=1C(=NC(=CN1)Br)C(=O)NC12CCC(CC1)(CC2)O